1-(4-(3-((4-Morpholinylphenyl)amino)-1,4,5,6,8-penta-aza-acenaphthylen-5(1H)-yl)piperidin-1-yl)prop-2-en-1-one N1(CCOCC1)C1=CC=C(C=C1)NC=1C2=CNC=3N=CN=C(N(N1)C1CCN(CC1)C(C=C)=O)C32